CC=1C=2N(C=C(N1)C)N=C(C2)C=2N=C1N(C(C2)=O)C=C(C=C1)N1CC(NCC1)C(F)(F)F 2-(4,6-dimethylpyrazolo[1,5-a]pyrazin-2-yl)-7-[3-(trifluoromethyl)piperazin-1-yl]-4H-pyrido[1,2-a]pyrimidin-4-one